(4-(3-(2-ethylphenyl)pyrazin-2-yl)phenyl)acetamide 3-methyloxetan-3-yl-(S)-2-methylene-4-oxo-4-((1-(4-(trifluoromethyl)phenyl)ethyl)amino)butanoate CC1(COC1)OC(C(CC(N[C@@H](C)C1=CC=C(C=C1)C(F)(F)F)=O)=C)=O.C(C)C1=C(C=CC=C1)C=1C(=NC=CN1)C1=CC=C(C=C1)CC(=O)N